2,4,6-trinitro-1,3-dichlorobenzene [N+](=O)([O-])C1=C(C(=CC(=C1Cl)[N+](=O)[O-])[N+](=O)[O-])Cl